COCC1(CCN(CC1)CCC=1SC=CC1)N(C(CC)=O)C1=CC=CC=C1 N-[4-(methoxymethyl)-1-(2-thiophen-2-ylethyl)piperidin-4-yl]-N-phenylpropanamide